FC(C)(F)C1=CC=C(C=N1)CC#N 2-[6-(1,1-difluoroethyl)pyridin-3-yl]Acetonitrile